4-(((1-methyl-6-(phenylamino)-1H-pyrazolo[3,4-d]pyrimidin-4-yl)amino)methyl)benzenesulfonamide CN1N=CC=2C1=NC(=NC2NCC2=CC=C(C=C2)S(=O)(=O)N)NC2=CC=CC=C2